3-(furan-2-yl)-1,2,4-oxadiazole-5-carboxylic acid ethyl ester C(C)OC(=O)C1=NC(=NO1)C=1OC=CC1